[N+](=O)([O-])C(C#N)(CCC)[N+](=O)[O-] dinitropentanonitrile